F[P-](F)(F)(F)(F)F.ClC1N(C=CN1C)C 2-chloro-1,3-dimethylimidazole hexafluorophosphate